C(CCC)N1CN(C=C1)CC 1-butyl-3-ethyl-imidazole